NC1=C(C=C(C(=C1)Cl)Cl)NC(CN(C=1C=2N(N=C(C1)N1CCOCC1)C(=CN2)C(F)(F)F)CC2=CC=C(C=C2)OC)=O N-(2-amino-4,5-dichlorophenyl)-2-((4-methoxybenzyl)(6-morpholino-3-(trifluoromethyl)imidazo[1,2-b]pyridazin-8-yl)amino)acetamide